N=1C=CN2C1C=CC=C2N2CCN(CC2)C(=O)C2=NN(C(C1=CC=CC=C21)=O)C 4-(4-(imidazo[1,2-a]pyridin-5-yl)piperazine-1-carbonyl)-2-methylphthalazin-1(2H)-one